IC1=CC2=NC=CC(=C2O1)C=1C=C(C=CC1)C(=O)N1CCOCC1 [3-(2-iodofuro[3,2-b]pyridin-7-yl)phenyl]-morpholin-4-ylmethanone